COC(=O)C1=CC2=C(C3=C(N=C(N=C3NCCCN3C(CCCC3)C)CC3=CC(=CC=C3)OC)N2)N=C1 2-(3-Methoxybenzyl)-4-((3-(2-methylpiperidin-1-yl)propyl)amino)-9H-pyrido[2',3':4,5]pyrrolo[2,3-d]pyrimidine-7-carboxylic acid methyl ester